C(CCCCCCCCCCC)C1C(NC(NC1=O)=O)=O 5-laurylbarbituric acid